2-bromo-7-(3-chloro-5-fluorophenoxy)-6,7-dihydro-5H-pyrrolo[1,2-b][1,2,4]triazole BrC=1N=C2N(N1)CCC2OC2=CC(=CC(=C2)F)Cl